(R)-methyl 2-(4-fluoro-phenyl)-2-hydroxy-propionate FC1=CC=C(C=C1)[C@@](C(=O)OC)(C)O